tetrakis[(4-methylhexenoyloxy)phenyl]porphyrin CC(C=CC(=O)OC1=C(C=CC=C1)C1=C2C=CC(C(=C3C=CC(=C(C=4C=CC(=C(C5=CC=C1N5)C5=C(C=CC=C5)OC(C=CC(CC)C)=O)N4)C4=C(C=CC=C4)OC(C=CC(CC)C)=O)N3)C3=C(C=CC=C3)OC(C=CC(CC)C)=O)=N2)CC